C12COCC(CC1)N2C=2SC(=C(N2)C=2C(=C(C=CC2)NS(=O)(=O)N2CC1=CC=CC(=C1C2)OC)F)C2=NC(=NC=C2)S(=O)(=O)C N-(3-(2-(3-oxa-8-azabicyclo[3.2.1]octan-8-yl)-5-(2-(methylsulfonyl)-pyrimidin-4-yl)thiazol-4-yl)-2-fluorophenyl)-4-methoxyisoindoline-2-sulfonamide